3-(trifluoromethyl)imidazo[1,2-a]pyridine-2-carboxamide FC(C1=C(N=C2N1C=CC=C2)C(=O)N)(F)F